ClC=1C=C2CN(CC2=CC1)C=1N=C(C2=C(N1)CC[S@]2=O)NC2CCOCC2 |r| (R/S)-2-(5-chloroisoindolin-2-yl)-4-((tetrahydro-2H-pyran-4-yl)amino)-6,7-dihydrothieno[3,2-d]pyrimidine 5-oxide